(R)-3,6-dimethyl-2-morpholino-8-(1-(phenylamino)ethyl)-4H-chromen-4-one CC1=C(OC2=C(C=C(C=C2C1=O)C)[C@@H](C)NC1=CC=CC=C1)N1CCOCC1